(S)-N-(1-(2-chloro-3-methylphenyl)-1,4,5,7-tetrahydropyrano[3,4-c]pyrazol-4-yl)-5,6,7,8-tetrahydroimidazo[1,5-a]pyridine-3-carboxamide ClC1=C(C=CC=C1C)N1N=CC2=C1COC[C@H]2NC(=O)C2=NC=C1N2CCCC1